benzyl (S)-7-(4-fluorobenzyl)-2-methyl-6-propionamido-2,3-dihydro-1H-pyrido[2,3-b][1,4]oxazine-1-carboxylate FC1=CC=C(CC2=CC3=C(OC[C@@H](N3C(=O)OCC3=CC=CC=C3)C)N=C2NC(CC)=O)C=C1